P(=O)([O-])(O)O.[K+] Mono-kalium Phosphate